N-{2-[(1E)-2-(hydroxycarbamoyl)eth-1-en-1-yl]phenyl}-2-[(1-methyl-1H-pyrazol-4-yl)oxy]benzamide ONC(=O)/C=C/C1=C(C=CC=C1)NC(C1=C(C=CC=C1)OC=1C=NN(C1)C)=O